COC=1C(=C2C(=NC1)N(C=C2)[Si](C(C)C)(C(C)C)C(C)C)\C(=C/B2OC(C(O2)(C)C)(C)C)\C2CCN(CC2)C(=O)OC(C)(C)C Tert-Butyl 4-[(Z)-1-(5-methoxy-1-triisopropylsilyl-pyrrolo[2,3-b]pyridin-4-yl)-2-(4,4,5,5-tetramethyl-1,3,2-dioxaborolan-2-yl)vinyl]piperidine-1-carboxylate